2-cyano-3-(4-((E)-2-(7-(dibutylamino)-4-methylcoumarin-3-yl)vinyl)-phenyl)acrylic acid C(#N)C(C(=O)O)=CC1=CC=C(C=C1)\C=C\C=1C(OC2=CC(=CC=C2C1C)N(CCCC)CCCC)=O